(±)-trans-N-(8-amino-6-(4-(2-hydroxyethyl)pyridin-3-yl)-2,7-naphthyridin-3-yl)-2-(cyanomethyl)cyclopropanecarboxamide NC=1N=C(C=C2C=C(N=CC12)NC(=O)[C@H]1[C@@H](C1)CC#N)C=1C=NC=CC1CCO |r|